α-fluoro-β-propiolactone FC1C(=O)OC1